(R)-1-(8-chloro-6-oxo-1,4,5,6-tetrahydro-2H-pyrano[3,4-c]isoquinolin-1-yl)-3-(4-fluoro-3-methylphenyl)-1-methylurea ClC=1C=CC=2C3=C(NC(C2C1)=O)COC[C@@H]3N(C(=O)NC3=CC(=C(C=C3)F)C)C